3-(furan-3-yl)-N-methylprop-2-enamide O1C=C(C=C1)C=CC(=O)NC